C(#N)C=1C=C(C=CC1F)NC(=O)[C@@H]1CN(CC1)C(=O)C=1NC(=CC1)C=1C(=NC=CC1)C (S)-N-(3-cyano-4-fluorophenyl)-1-(5-(2-methylpyridin-3-yl)-1H-pyrrole-2-carbonyl)pyrrolidine-3-carboxamide